(2R,6S)-6-((4-bromophenoxy)methyl)-2-((difluoromethoxy)methyl)-2-methyl-1,4-dioxan BrC1=CC=C(OC[C@@H]2COC[C@](O2)(C)COC(F)F)C=C1